C1(CCCCC1)C[C@@H](C(=O)N[C@@H](C[C@H]1C(NCC1)=O)C(CO)=O)NC(C(=O)NC1=C(C=CC=C1)C)=O N1-((S)-3-cyclohexyl-1-(((S)-4-hydroxy-3-oxo-1-((S)-2-oxopyrrolidin-3-yl)butan-2-yl)amino)-1-oxopropan-2-yl)-N2-(o-tolyl)oxalamide